CC(=CCC/C(=C/COC1=CC(=C2C(=C1)OC3=C(C2=O)C=C(C=C3)O)O)/C)C The molecule is a member of the class of xanthones that is 9H-xanthene substituted by hydroxy group at positions 1 and 7, an oxo group at position 9 and a geranyloxy group at position 3. It has been isolated from the stems of Cratoxylum cochinchinense. It has a role as a metabolite and a plant metabolite. It is a member of xanthones, a member of phenols and an aromatic ether.